C(N)(=O)C1(CCC1)NC(=O)C1=C(OC2=C1C=C(C=C2)OC(CO)C2=C(C=CC=C2)F)C N-(1-carbamoylcyclobutyl)-5-(1-(2-fluorophenyl)-2-hydroxyethoxy)-2-methylbenzofuran-3-carboxamide